C(#N)C1=CC(=C(C=C1)CSC1=CC=NN1C1CCN(CC1)CC=1N(C2=C(N1)C=CC(=C2)C(=O)OC)CC=2N(C=NC2)CC)F methyl 2-[[4-[5-[(4-cyano-2-fluoro-phenyl)methylsulfanyl]pyrazol-1-yl]-1-piperidyl]methyl]-3-[(3-ethylimidazol-4-yl)methyl]benzimidazole-5-carboxylate